N-[2-(2-aminoethoxy)ethyl]-4-[[3-[4-(difluoro-methoxy)phenyl]imidazo[1,2-a]pyrazin-8-yl]amino]-N,2-dimethyl-benzamide NCCOCCN(C(C1=C(C=C(C=C1)NC=1C=2N(C=CN1)C(=CN2)C2=CC=C(C=C2)OC(F)F)C)=O)C